8-(3,3a,4,5,6,6a-hexahydro-1H-cyclopenta[c]pyrrole-2-carbonyl)-4-[(2R)-3-(3,4-dihydro-1H-isoquinolin-2-yl)-2-hydroxy-propyl]-2,3-dihydro-1,4-benzoxazepin-5-one C1N(CC2C1CCC2)C(=O)C2=CC1=C(C(N(CCO1)C[C@@H](CN1CC3=CC=CC=C3CC1)O)=O)C=C2